trans-5-acetoxyl-1,3-oxathiolane O(C(=O)C)C1CSCO1